tert-butyl-2-((2-chloro-2'-fluoro-[1,1'-biphenyl]-3-yl)carbamoyl)-7,8-dihydro-1,6-naphthyridine C(C)(C)(C)C=1C(=NC=2CCN=CC2C1)C(NC=1C(=C(C=CC1)C1=C(C=CC=C1)F)Cl)=O